N-(2-ethynylthiazol-4-yl)-4-(4-(imidazo[1,5-a]pyridin-5-yl)phenyl)piperazine-1-carboxamide C(#C)C=1SC=C(N1)NC(=O)N1CCN(CC1)C1=CC=C(C=C1)C1=CC=CC=2N1C=NC2